2-[(1-tert-butoxycarbonylazetidin-3-yl)oxycarbonylamino]-9-(5,6,7,8-tetrahydro-1,8-naphthyridin-2-yl)nonanoic acid C(C)(C)(C)OC(=O)N1CC(C1)OC(=O)NC(C(=O)O)CCCCCCCC1=NC=2NCCCC2C=C1